dimethyl 2,2-biphenyl-dicarboxylate C=1(C(CC=CC1)(C(=O)OC)C(=O)OC)C1=CC=CC=C1